4,5,6',7'-Tetrahydro-2H,5'H-spiro[furan-3,8'-quinoline] N1=CC=CC=2CCCC3(C12)COCC3